FC=1C=C2CC3C(C2=CC1F)(C=1C=CC=CC1C3)N3N1C(C(N(C3)CC3=CC(=CC=C3)F)=O)=C(C(C=C1)=O)O 1-(2,3-difluoro-9a,10-dihydroindeno[1,2-a]inden-4b(9H)-yl)-3-(3-fluorobenzyl)-5-hydroxy-2,3-dihydro-1H-pyrido[2,1-f][1,2,4]triazine-4,6-dione